2-(4-((2-(4-(2-oxoimidazolidin-1-yl)phenyl)pyrimidin-4-yl)amino)-1H-pyrazol-1-yl)propanenitrile O=C1N(CCN1)C1=CC=C(C=C1)C1=NC=CC(=N1)NC=1C=NN(C1)C(C#N)C